C(C1=CC=CC=C1)N(C(=O)OCC1=C(N=CO1)C1=CC=C(O[C@@H]2C[C@H](CCC2)C(=O)OC(C)C)C=C1)C |r| (+/-)-isopropyl (1S,3S)-3-(4-(5-(((benzyl(methyl)carbamoyl)oxy)methyl) oxazol-4-yl)phenoxy)cyclohexane-1-carboxylate